CS(=O)(=O)C1=CC2=C(NC=N2)C=C1C#N 5-(methylsulfonyl)-1H-benzo[d]imidazole-6-carbonitrile